(2R)-1-[6-[2-[4-(2-aminoethyl)phenyl]-5-cyanophenoxy]-2-methylpyrimidin-4-yl]pyrrolidine-2-carbonitrile NCCC1=CC=C(C=C1)C1=C(OC2=CC(=NC(=N2)C)N2[C@H](CCC2)C#N)C=C(C=C1)C#N